N-(1-naphthyl)diethylamine C1(=CC=CC2=CC=CC=C12)N(CC)CC